COC(=O)C1=CC2=CN(N=C2C=C1)CC1=CC=C(C=C1)OC(F)(F)F 2-(4-Trifluoromethoxybenzyl)-2H-indazole-5-carboxylic acid methyl ester